tert-butyl-dimethyl-[2-methyl-5-(2-methylpyrazol-3-yl)oxy-pentoxy]silane C(C)(C)(C)[Si](OCC(CCCOC=1N(N=CC1)C)C)(C)C